CC(C#N)(C)C1=CC(=CC(=C1)NC1=NC=C(C(=N1)N1OCCC1C1=CC=CC=C1)C(F)(F)F)N1CCN(CC1)C 2-methyl-2-(3-(4-methylpiperazin-1-yl)-5-((4-(3-phenylisoxazolidin-2-yl)-5-(trifluoromethyl)pyrimidin-2-yl)amino)phenyl)propanenitrile